1-(5-((4-(3-amino-6-(2-hydroxyphenyl)pyridazin-4-yl)piperazin-1-yl)methyl)-1-oxoisoindolin-2-yl)dihydropyrimidine-2,4(1H,3H)-dione NC=1N=NC(=CC1N1CCN(CC1)CC=1C=C2CN(C(C2=CC1)=O)N1C(NC(CC1)=O)=O)C1=C(C=CC=C1)O